6-(trifluoromethyl-Methyl)pyridine-2-carboxylic acid chloride FC(F)(F)CC1=CC=CC(=N1)C(=O)Cl